(4S,5R)-4-amino-1-benzyl-5-(1-(4-fluorophenyl)-1H-indazol-5-yl)-5-methylpyrrolidin-2-one N[C@H]1CC(N([C@]1(C)C=1C=C2C=NN(C2=CC1)C1=CC=C(C=C1)F)CC1=CC=CC=C1)=O